C[C@H]1N(CCOC1)C1=NC2=C(N=CC=C2C(=C1)OCCNC(OC(C)(C)C)=O)C1=CC=NN1C1OCCCC1 Tert-butyl [2-({2-[(3R)-3-methylmorpholin-4-yl]-8-[1-(tetrahydro-2H-pyran-2-yl)-1H-pyrazol-5-yl]-1,7-naphthyridin-4-yl}oxy)ethyl]carbamate